F\C(\C(=O)NC=1C=C2C(=NC=NC2=CC1OC)NC1=C(C=C(C(=C1)C)OC=1C=NC=2N(C1)N=CC2)OC)=C\[C@@H]2N(CCC2)C (R,E)-2-Fluoro-N-(7-methoxy-4-((2-methoxy-5-methyl-4-(pyrazolo[1,5-a]pyrimidine-6-yloxy)phenyl)amino)quinazolin-6-yl)-3-(1-methylpyrrolidin-2-yl)acrylamide